ClC1=C2C(=NC=C1)NCC2(CC)C=2C=C(C=CC2)N2C(CN(CC2)CCCCNC(OC(C)(C)C)=O)=O tert-butyl N-{4-[4-(3-{4-chloro-3-ethyl-1H-pyrrolo[2,3-b]pyridin-3-yl}phenyl)-3-oxopiperazin-1-yl]butyl}carbamate